C(C(C(=O)O)O)Cl The molecule is a 2-hydroxy monocarboxylic acid that is lactic acid in which one of the methyl hydrogens is replaced by a chloro group. It is a 2-hydroxy monocarboxylic acid and an organochlorine compound. It derives from a rac-lactic acid.